5-{2-amino-[1,2,4]triazolo[1,5-a]pyridin-7-yl}-N-[(2-ethylphenyl)methyl]-2-methoxypyridine-3-carboxamide NC1=NN2C(C=C(C=C2)C=2C=C(C(=NC2)OC)C(=O)NCC2=C(C=CC=C2)CC)=N1